COC(=O)C=1C=C2C(=C(NC2=C(C1)NC(=O)NC1=CC(=CC=C1)C(F)(F)F)C)C(C)=O 3-acetyl-2-methyl-7-(3-(3-(trifluoromethyl)phenyl)ureido)-1H-indole-5-carboxylic acid methyl ester